C1OCC12CN(C2)CC=2C=C(C(=NC2)C=2C=NC(=CC2N[C@@H](C)CCOC2=C(C=NN2C)C2=NC=CC(=N2)N)Cl)F (S)-5-((2-Oxa-6-azaspiro[3.3]heptan-6-yl)methyl)-N-(4-((4-(4-aminopyrimidin-2-yl)-1-methyl-1H-pyrazol-5-yl)oxy)butan-2-yl)-6'-chloro-3-fluoro-[2,3'-bipyridin]-4'-amine